4-[(6,7-dimethoxyquinolin-4-yloxy)phenyl]-N'-(4-fluorophenyl)cyclopropane-1,1-dicarboxamide (S)-malate C([C@@H](O)CC(=O)O)(=O)O.COC=1C=C2C(=CC=NC2=CC1OC)OC1=C(C=CC=C1)C1(CC=C(C=C1)NC(=O)C1(CC1)C(=O)N)F